FC(C(N)C1=CC(=CC=C1)C=1C2=C(N=C(N1)N1[C@H](CC1)C)CCC2)(F)F 2,2,2-trifluoro-1-[3-[2-[(2S)-2-methylazetidin-1-yl]-6,7-dihydro-5H-cyclopenta[d]pyrimidin-4-yl]phenyl]ethanamine